COC([C@H](CCO)O[Si](C)(C)C(C)(C)C)=O (S)-2-(tert-Butyldimethylsilyloxy)-4-hydroxybutyric acid methyl ester